ClC1=CC=C(C=C1)C1=C(C(=NN1C1=C(C=C(C=C1)Cl)Cl)C(=O)NC=1C=NC=C(C(=O)O)C1)C 5-(5-(4-chlorophenyl)-1-(2,4-dichlorophenyl)-4-methyl-1H-pyrazole-3-carboxamido)nicotinic acid